tert-butyl 3-(2-(2-chloroacetamido)ethyl)-3-hydroxypiperidine-1-carboxylate ClCC(=O)NCCC1(CN(CCC1)C(=O)OC(C)(C)C)O